C(C)(C)(C)OC(=O)N1CCCC2(CN(C2)C2=NC=C(C=N2)I)C1.C(C)(C)(C)[Si](OC1C(CCC1)C(C)=O)(C1=CC=CC=C1)C1=CC=CC=C1 1-[2-[tert-butyl-(diphenyl)silyl]oxycyclopentyl]ethanone tert-butyl-2-(5-iodopyrimidin-2-yl)-2,8-diazaspiro[3.5]nonane-8-carboxylate